(S)-2-(3-cyclopropyl-1-isopropyl-4-oxo-1,4-dihydro-5H-pyrazolo[3,4-d]pyridazin-5-yl)-N-(1-(p-tolyl)ethyl)acetamide C1(CC1)C1=NN(C=2C=NN(C(C21)=O)CC(=O)N[C@@H](C)C2=CC=C(C=C2)C)C(C)C